[Br-].COCOCOC.[Br+] bromine (methoxymethoxy)methoxymethane bromide